C(CCCCC)N1C2=CC=CC=C2SC=2C=CC=CC12 N-hexyl-phenothiazine